(R)-N-((E)-1-(2-(azidomethyl)-2-(((tert-butyldimethylsilyl)oxy)methyl)-5-fluoro-2,3-dihydrobenzofuran-7-yl)ethylidene)-2-methylpropane-2-sulfinamide N(=[N+]=[N-])CC1(OC2=C(C1)C=C(C=C2\C(\C)=N\[S@](=O)C(C)(C)C)F)CO[Si](C)(C)C(C)(C)C